1-octylnonyl 8-[3-[2-[2-[2-(2-hydroxyethoxy)ethoxy]ethoxy]ethoxy]-2-[8-(1-octylnonoxy)-8-oxooctoxy]propoxy]octanoate OCCOCCOCCOCCOCC(COCCCCCCCC(=O)OC(CCCCCCCC)CCCCCCCC)OCCCCCCCC(=O)OC(CCCCCCCC)CCCCCCCC